(dioctadecyl) disulfide C(CCCCCCCCCCCCCCCCC)SSCCCCCCCCCCCCCCCCCC